N-oleoyl-phytosphingosine C(CCCCCCC\C=C/CCCCCCCC)(=O)N[C@@H](CO)[C@H](O)[C@H](O)CCCCCCCCCCCCCC